ClC=1C=C2C(NC=3N(C2=CC1)C(SC3C(=O)NCC3OCCC3)=S)=O 7-Chloro-5-oxo-N-((tetrahydrofuran-2-yl)methyl)-1-thioxo-4,5-dihydro-1H-thiazolo[3,4-a]quinazoline-3-carboxamide